ethyl (Z)-2-(3-cyanoindol-1-yl)-3-[(3,4-dimethyl-5-oxo-2H-furan-2-yl)oxy]prop-2-enoate C(#N)C1=CN(C2=CC=CC=C12)\C(\C(=O)OCC)=C/OC1OC(C(=C1C)C)=O